(3S,4S)-8-(9-((6-chloro-2-fluorophenyl)ethynyl)-7H-imidazo[1,2-c]pyrazolo[4,3-e]pyrimidin-5-yl)-3-methyl-2-oxa-8-azaspiro[4.5]decan-4-amine ClC1=CC=CC(=C1C#CC1=NNC2=C1C=1N(C(=N2)N2CCC3([C@@H]([C@@H](OC3)C)N)CC2)C=CN1)F